8-fluoro-1-(methylamino)-2,3,4,5-tetrahydro-1H-phenanthridin-6-one FC=1C=C2C(NC=3CCCC(C3C2=CC1)NC)=O